C(N)(=O)C=1N(C2=CC(=CC=C2C1)OC(F)(F)F)C1=CC=CC(=N1)S(=O)(=O)CC(=O)O 2-((6-(2-carbamoyl-6-(trifluoromethoxy)-1H-indol-1-yl)pyridin-2-yl)sulfonyl)acetic acid